ClC=1C=C(C=CC1)CN1C(CCC1=O)C(C(C#N)=S1CCCC1)=O 3-{1-[(3-Chlorophenyl)methyl]-5-oxopyrrolidin-2-yl}-3-oxo-2-(1λ4-thiolan-1-ylidene)propanenitrile